2-amino-N'-methyl-N'-(pyrimidin-2-yl)-3-(trifluoromethyl)-N-((5-(trifluoromethyl)pyridin-2-yl)methyl)quinoline-6-carbohydrazide NC1=NC2=CC=C(C=C2C=C1C(F)(F)F)C(=O)N(N(C1=NC=CC=N1)C)CC1=NC=C(C=C1)C(F)(F)F